ClC=1C=2N(C=CC1)N=C(C2)[C@@H]2N(CCC1=C2N=CN1)C=1OC(=NN1)C(C)(F)F (R)-2-(4-(4-chloropyrazolo[1,5-a]pyridin-2-yl)-1,4,6,7-tetrahydro-5H-imidazo[4,5-c]pyridin-5-yl)-5-(1,1-difluoroethyl)-1,3,4-oxadiazole